4-amino-2-chlorobenzonitrile NC1=CC(=C(C#N)C=C1)Cl